C1(CCCCCC1)NC(=O)Cl cycloheptylcarbamic chloride